O1C(C1)COC=1C=C(C=CC1)CCCCCCCC1OC1CC1OC1CC1OC1 2-(7-(3-(oxiran-2-ylmethoxy)phenyl)heptyl)-3-((3-(oxiran-2-ylmethyl)oxiran-2-yl)methyl)oxirane